FC(C1=CC(=NN1CCOC)C(=O)OCC)F ethyl 5-(difluoromethyl)-1-(2-methoxyethyl)-1H-pyrazole-3-carboxylate